BrCCN1CN=C2C=CC=CC2=C1 3-(2-bromoethyl)quinazoline